OC1(COC1)C=1C=C(C=C(C1)N1CCOCC1)C1N(CCC(C1)C(=O)N)C1=CC=C(C=C1)C(F)(F)F (3-(3-hydroxyoxetan-3-yl)-5-morpholinophenyl)-1-(4-(trifluoromethyl)phenyl)piperidine-4-carboxamide